CC1=C(C=C(N)C=C1)OC1=CC=C(C=C1)C 4-methyl-3-(p-methylphenoxy)aniline